C(C=CC1=CC=CC=C1)NC(C1=CC=CC=C1)=O N-cinnamylbenzamide